C(C)N1CCN(CC1)C1CCN(CC1)C=1C=C2C(=NC(=NC2=CC1OC)C)N[C@H](C)C=1C(=C(C#N)C=CC1)C (R)-3-(1-((6-(4-(4-ethylpiperazin-1-yl)piperidin-1-yl)-7-methoxy-2-methylquinazoline-4-yl)amino)ethyl)-2-methylbenzonitrile